C=C1C=C2C3=CC=CC=C3C1C2=O 3-methylene-3,4-dihydro-1,4-methanonaphthalenone